6-chloro-N-{(3S)-4-[2-(4-chloro-3-fluorophenoxy)acetamido]-3-hydroxybicyclo[2.2.2]octan-1-yl}-4-oxo-3,4-dihydro-2H-1-benzopyran-2-carboxamide ClC=1C=CC2=C(C(CC(O2)C(=O)NC23C[C@@H](C(CC2)(CC3)NC(COC3=CC(=C(C=C3)Cl)F)=O)O)=O)C1